1-(3,4-difluorophenyl)-5,5-difluoro-3-(trifluoromethyl)-4,5,6,7-tetrahydro-1H-indol-4-ol FC=1C=C(C=CC1F)N1C=C(C=2C(C(CCC12)(F)F)O)C(F)(F)F